ethyl N-benzyl-N-propionylglycinate C(C1=CC=CC=C1)N(CC(=O)OCC)C(CC)=O